4-(4-(4-(2-(2,6-dioxopiperidin-3-yl)benzyl)piperazin-1-yl)piperidin-1-yl)-N-(5-((R)-2-methoxy-2-phenylacetyl)-1,4,5,6-tetrahydropyrrolo[3,4-c]pyrazol-3-yl)benzamide O=C1NC(CCC1C1=C(CN2CCN(CC2)C2CCN(CC2)C2=CC=C(C(=O)NC=3C4=C(NN3)CN(C4)C([C@@H](C4=CC=CC=C4)OC)=O)C=C2)C=CC=C1)=O